benzyl 3-(3,4-dichlorophenyl)-3-methylsulfonyloxy-azetidine-1-carboxylate ClC=1C=C(C=CC1Cl)C1(CN(C1)C(=O)OCC1=CC=CC=C1)OS(=O)(=O)C